C(C)C=1N(C2=C(C(=NC(=C2)C)C)N1)C1=CC=C(C=C1)CCO 2-(4-(2-ethyl-4,6-dimethyl-1H-imidazo[4,5-c]pyridin-1-yl)phenyl)ethanol